((S)-2-(2-(4-chlorophenyl)-2-methylpropanamido)-2-cyclopropylacetyl)-D-glutamic acid ClC1=CC=C(C=C1)C(C(=O)N[C@H](C(=O)N[C@H](CCC(=O)O)C(=O)O)C1CC1)(C)C